6-(5-amino-4-fluoro-2-methyl-phenyl)-N,7-dimethylpyrido[2,3-d]pyrimidin-2-amine NC=1C(=CC(=C(C1)C1=CC2=C(N=C(N=C2)NC)N=C1C)C)F